C(C)OC(=O)C=1N(C=CN1)CC=1OC=CC1 (furan-2-ylmethyl)-1H-imidazole-2-carboxylic acid ethyl ester